CN(C=1C=C(C=CC1)C=1N=C(SC1)NC(=O)C1C(C1)C1=CC(=C(C=C1)C)S(=O)(=O)C)C N-[4-[3-(dimethylamino)phenyl]thiazol-2-yl]-2-(4-methyl-3-methylsulfonyl-phenyl)cyclopropanecarboxamide